C(C)[Si](OCC1=C(C=CC=C1)[N+](=O)[O-])(OCC1=C(C=CC=C1)[N+](=O)[O-])CC diethyl-di(o-nitrobenzyloxy)silan